(R,S)-2-(3,4-difluorophenyl)-N-[2-(hydroxymethyl)-3-[4-(trifluoromethyl)phenyl]propyl]morpholine-4-carboxamide FC=1C=C(C=CC1F)[C@@H]1CN(CCO1)C(=O)NC[C@H](CC1=CC=C(C=C1)C(F)(F)F)CO